FC(C=1N=C(SC1)N1CC2(CC2)[C@H](C1)NC(OC(C)(C)C)=O)(F)F tert-butyl (R)-(5-(4-(trifluoromethyl) thiazol-2-yl)-5-azaspiro[2.4]heptan-7-yl)carbamate